CC(C(C(N)C1=CSC=C1)N)(C)C dimethyl-1-(thien-3-yl)butane-1,2-diamine